3-(p-trifluoromethylphenyl)-1-(3-(trifluoromethyl)-1H-pyrazol-5-yl)isoquinoline FC(C1=CC=C(C=C1)C=1N=C(C2=CC=CC=C2C1)C1=CC(=NN1)C(F)(F)F)(F)F